4-((1-(4-(4-hydroxyphenyl)butyl)-1H-1,2,3-triazol-5-yl)methyl)thiomorpholine 1,1-dioxide OC1=CC=C(C=C1)CCCCN1N=NC=C1CN1CCS(CC1)(=O)=O